1-(1-acryloylpiperidin-4-yl)-5-amino-3-((3,5-dimethoxyphenyl)ethynyl)-1H-pyrazole-4-carboxamide C(C=C)(=O)N1CCC(CC1)N1N=C(C(=C1N)C(=O)N)C#CC1=CC(=CC(=C1)OC)OC